dioctyl-biphenyl C(CCCCCCC)C1=CC=C(C=C1)C1=CC=C(C=C1)CCCCCCCC